CON=C(C(=O)NC)C1=CC=CC=C1 α-(methoxyimino)-N-methylbenzeneacetamide